N-[1-(3-bromo-1H-pyrazolo[3,4-d]pyrimidin-4-yl)piperidin-4-yl]-N-(4-chlorophenyl)-N',N'-diethylpropane-1,3-diamine BrC1=NNC2=NC=NC(=C21)N2CCC(CC2)N(CCCN(CC)CC)C2=CC=C(C=C2)Cl